C1(CC1)N1C=NC(=C1NC(OC(C)(C)C)=O)C tert-butyl (1-cyclopropyl-4-methyl-1H-imidazol-5-yl)carbamate